cis-3-(3-cyano-4-fluoro-anilino)cyclobutanecarboxylic acid C(#N)C=1C=C(N[C@H]2C[C@H](C2)C(=O)O)C=CC1F